3-[(3-amino-1H-pyrazol-5-yl)carbamoyl]azetidine-1-carboxylic acid tert-butyl ester C(C)(C)(C)OC(=O)N1CC(C1)C(NC1=CC(=NN1)N)=O